C(C1=CC=CC=C1)OCC1=NN(C(N1CC)=O)N1C(C2=CC=CC=C2C(=C1)C(C)(C)O)=O (3-((Benzyloxy)methyl)-4-ethyl-5-oxo-4,5-dihydro-1H-1,2,4-triazol-1-yl)-4-(2-hydroxypropan-2-yl)isoquinolin-1(2H)-one